C(C1=CC=CC=C1)OC1=NC(=CC=C1NC1=NN(C(=C1)C1=CC=CC=C1)C)OCC1=CC=CC=C1 (2,6-bis-benzyloxy-pyridin-3-yl)-(1-methyl-5-phenyl-1H-pyrazol-3-yl)-amine